C(#C)C=1N=C(N(C1C)C=1C=NC(=CC1)OC)C(=O)N 4-Ethynyl-1-(6-methoxy-3-pyridinyl)-5-methyl-imidazole-2-carboxamide